benzoic acid 4-hydroxybutyl ester OCCCCOC(C1=CC=CC=C1)=O